trithiocarbonate (S-1-isobutoxylethyl S'-ethyl trithiocarbonate) O(CC(C)C)C(C)SC(SCC)=S.C(S)(S)=S